C(C)(C)(C)OC(=O)N1CC(CC1)CC#N 3-(cyanomethyl)pyrrolidine-1-carboxylic acid tert-butyl ester